C(C)(C)[Si](OC1=CC=CC=C1)(C(C)C)C(C)C 2-((triisopropylsilyl)oxy)benzene